1,2,3-triazine 1-oxide [N+]1(=NN=CC=C1)[O-]